cyclohexylbenzoic acid, phenyl ester C1(CCCCC1)C1=C(C(=O)OC2=CC=CC=C2)C=CC=C1